NC1CC(C1)N1CCN(CC1)C(C)=O 1-(4-((1R,3R)-3-AMINOCYCLOBUTYL)PIPERAZIN-1-YL)ETHAN-1-ONE